6-(2-aminopropoxy)picolinic acid NC(COC1=CC=CC(=N1)C(=O)O)C